FC=1C=C(C=CC1B1OC(C(O1)(C)C)(C)C)N(C(=O)C1CC1)C N-(3-fluoro-4-(4,4,5,5-tetramethyl-1,3,2-dioxaborolan-2-yl)phenyl)-N-methylcyclopropanecarboxamide